O[C@]1([C@@H](CCC1)N1C(C(=CC2=C1N=C(N=C2)NC2CCN(CC2)S(=O)(=O)C)C([2H])([2H])[2H])=O)C |r| (+/-)-trans-8-(2-hydroxy-2-methylcyclopentyl)-6-(methyl-d3)-2-((1-(methylsulfonyl)piperidin-4-yl)amino)pyrido[2,3-d]pyrimidin-7(8H)-one